5-{[2-(4-carboxyphenyl)ethyl]{2-[2-({4-[5-(trifluoromethoxy)-1,3-benzoxazol-2-yl]benzyl}oxy)-phenyl]ethyl}amino}-5,6,7,8-tetrahydroquinoline-2-carboxylic acid C(=O)(O)C1=CC=C(C=C1)CCN(C1C=2C=CC(=NC2CCC1)C(=O)O)CCC1=C(C=CC=C1)OCC1=CC=C(C=C1)C=1OC2=C(N1)C=C(C=C2)OC(F)(F)F